1-(5-bromopyridin-3-yl)piperidine-4-carboxylic acid ethyl ester C(C)OC(=O)C1CCN(CC1)C=1C=NC=C(C1)Br